N,N'-bis(2,2-dimethyl-3-lauroyl-oxypropylidene)-4,4'-methylene-bis(cyclohexylamine) CC(C=NC1CCC(CC1)CC1CCC(CC1)N=CC(COC(CCCCCCCCCCC)=O)(C)C)(COC(CCCCCCCCCCC)=O)C